CC1=C(C(=CC(=C1)C)C)S(=O)(=O)[O-].N[N+]1=CC(=CC=C1)C(=O)OC 1-amino-3-(methoxycarbonyl)pyridin-1-ium 2,4,6-trimethylbenzenesulfonate